[N+](#[C-])CCCC(CCC[N+]#[C-])CCC[N+]#[C-] 1,7-diisocyano-4-(3-isocyanopropyl)heptane